4-(5-((4-((4-(acetamidomethyl) piperidin-1-yl) methyl)-6-(3,5-dichlorophenyl) pyridin-2-yl) oxy) pyrimidin-2-yl)-2,2-dimethylbutyrate C(C)(=O)NCC1CCN(CC1)CC1=CC(=NC(=C1)C1=CC(=CC(=C1)Cl)Cl)OC=1C=NC(=NC1)CCC(C(=O)[O-])(C)C